(S)-N-(1-cyclopropylethyl)-5-(1-methyl-1H-benzo[d][1,2,3]triazol-6-yl)pyrrolo[2,1-f][1,2,4]triazin-2-amine C1(CC1)[C@H](C)NC1=NN2C(C=N1)=C(C=C2)C=2C=CC1=C(N(N=N1)C)C2